C(C)OC(C(C(=O)C=1OC2=C(C1)C(=C(C=C2)O)Br)Br)=O 2-bromo-3-(4-bromo-5-hydroxy-1-benzofuran-2-yl)-3-oxopropionic acid ethyl ester